3-chloropropionic acid-1-13C ClCC[13C](=O)O